C(CC)O[V](OCCC)(OCCC)OCCC tetrapropoxyvanadium